N-[3-chloro-4-[4-[(2S,4R)-4-hydroxy-1,1-dimethyl-pyrrolidin-1-ium-2-carbonyl]piperazine-1-carbonyl]phenyl]-5-[4-(difluoromethoxy)-2,3-difluoro-phenyl]-1-methyl-imidazole-2-carboxamide ClC=1C=C(C=CC1C(=O)N1CCN(CC1)C(=O)[C@H]1[N+](C[C@@H](C1)O)(C)C)NC(=O)C=1N(C(=CN1)C1=C(C(=C(C=C1)OC(F)F)F)F)C